2-(tert-butyl)-1'-(2-(ethylamino)quinoline-7-carbonyl)-5H-spiro[benzo[d]thiazol-6,4'-piperidin]-4(7H)-one C(C)(C)(C)C=1SC2=C(N1)C(CC1(CCN(CC1)C(=O)C1=CC=C3C=CC(=NC3=C1)NCC)C2)=O